(2-fluoroacetyl)-[[(2S)-1-(2-phenylacetyl)pyrrolidine-2-carbonyl]amino]acetamide FCC(=O)C(C(=O)N)NC(=O)[C@H]1N(CCC1)C(CC1=CC=CC=C1)=O